rac-3-[4-(3-Bromophenyl)sulfonylmorpholin-2-yl]benzothiophene BrC=1C=C(C=CC1)S(=O)(=O)N1C[C@H](OCC1)C1=CSC2=C1C=CC=C2 |r|